1,7-dihydroxy-1,1,3,3,5,5,7-heptamethyl-7-vinyltetrasiloxane O[Si](O[Si](O[Si](O[Si](C=C)(C)O)(C)C)(C)C)(C)C